2-amino-5-(9H-carbazol-4-yl)-3'-hydroxy-2',6'-dimethyl-[1,1'-biphenyl]-3-carboxamide NC1=C(C=C(C=C1C(=O)N)C1=CC=CC=2NC3=CC=CC=C3C12)C1=C(C(=CC=C1C)O)C